(E)-2,4-difluoro-N-(2-methoxy-5-(5-(4-(4-oxopent-2-enoyl)piperazin-1-yl)-1,8-naphthyridin-3-yl)pyridin-3-yl)benzenesulfonamide FC1=C(C=CC(=C1)F)S(=O)(=O)NC=1C(=NC=C(C1)C=1C=NC2=NC=CC(=C2C1)N1CCN(CC1)C(\C=C\C(C)=O)=O)OC